C(C)N(CCOC=1C=C2C(=CC1)C(C=1C3=C(OC1C21CCOCC1)C=CC=C3)=O)CC 8-(2-diethylamino-ethoxy)-2',3',5',6'-tetrahydro-11H-spiro[benzo[b]naphtho[2,3-d]furan-6,4'-pyran]-11-one